2-methyl-5-nitroindole CC=1NC2=CC=C(C=C2C1)[N+](=O)[O-]